FC=1C=C2C(=CNC(C2=CC1F)=O)[C@H](C)N(C(=O)C=1C=C2C=CC=CN2C1)CC(C)C (S)-N-(1-(6,7-Difluoro-1-oxo-1,2-dihydroisoquinolin-4-yl)ethyl)-N-isobutylindolizine-2-carboxamide